Cl.N1(CCOCC1)C=1OC2=C(C(C1)=O)C=CC=C2C2=CC=CC=C2 2-(4-Morpholinyl)-8-phenyl-4H-1-benzopyran-4-one hydrochloride